N-{3-[(2-cyclopropyl-4-{[imidazolidin-2-ylidene]carbamoyl}phenyl)amino]phenyl}-1,1-dioxo-1λ6-thiane-4-carboxamide C1(CC1)C1=C(C=CC(=C1)C(N=C1NCCN1)=O)NC=1C=C(C=CC1)NC(=O)C1CCS(CC1)(=O)=O